OP(=O)(CC[C@@H](N)C(=O)[O-])C DL-4-[hydroxyl (methyl) phosphinoyl]-DL-homoalaninate